C(C(=C)C)(=O)OCC(COC(C(=C)C)=O)(COCC(COC(C(=C)C)=O)(COC(C(=C)C)=O)CO)CO dipentaerythritol tetramethacrylate